N-(3-(6-(((3aR,5s,6aS)-2-((tetrahydro-2H-pyran-4-yl)methyl-d2)octahydrocyclopenta[c]pyrrol-5-yl)amino)pyridazin-3-yl)phenyl)propionamide O1CCC(CC1)C(N1C[C@@H]2[C@H](C1)CC(C2)NC2=CC=C(N=N2)C=2C=C(C=CC2)NC(CC)=O)([2H])[2H]